C(C)(C)(C)OC(C(C)N1C(C2=C(C1=O)C=CS2)(C)C)=O 2-(6,6-dimethyl-4-oxo-4,6-dihydro-5H-thieno[2,3-c]pyrrol-5-yl)propionic acid tert-butyl ester